(3-trimethoxysilylpropyl)tri-n-butyl-ammonium bromide [Br-].CO[Si](CCC[N+](CCCC)(CCCC)CCCC)(OC)OC